2-Methyl-N1-(pyrazolo[1,5-a]pyrimidin-5-yl)propane-1,3-diamine CC(CNC1=NC=2N(C=C1)N=CC2)CN